C(CS)(=O)[O-].C(CS)(=O)[O-].C(CCCCCCC)[Sn+2]CCCCCCCC dioctyltin dithioglycolate